COC(C(C)NC(=O)C1=NOC(=C1)C)=O 2-(5-methylisoxazole-3-carboxamido)propanoic acid methyl ester